5-fluoro-6-(hydroxymethyl)nicotinonitrile FC=1C(=NC=C(C#N)C1)CO